CS(=O)(=O)N1CC(C1)C(=O)O 1-Methanesulfonylazetidine-3-carboxylic acid